ClC=1C=CC(=NC1)[C@H]1C[C@@H](CO1)C1=NOC(=N1)CN1C=NC=2N=CN(C2C1=O)C 1-((3-((3R,5R)-5-(5-chloropyridin-2-yl)tetrahydrofuran-3-yl)-1,2,4-oxadiazol-5-yl)methyl)-7-methyl-1,7-dihydro-6H-purin-6-one